BrC1=C(C(=CC(=C1)F)C)C(F)(F)F 1-Bromo-5-fluoro-3-methyl-2-(trifluoromethyl)benzene